4-(5-(Methanoyl)pyridin-2-yl)piperazine-1-carboxylic acid tert-butyl ester hydrochloride Cl.C(C)(C)(C)OC(=O)N1CCN(CC1)C1=NC=C(C=C1)C=O